C(CCCC)N1CCN(CCC1)C(=O)C=1NC2=CC=CC=C2C1 2-[(4-pentyl-1,4-diazepan-1-yl)carbonyl]-1H-indole